F[B-](F)(F)F.FC1=[N+](C=CC=C1)CC 2-fluoro-1-ethyl-pyridinium tetrafluoroborate